(S)-N-Cbz-4-methyl-5-oxooxazolidine (2R,3S,5R)-5-(6-amino-2-fluoro-9H-purin-9-yl)-2-((2-ethylbutanoyl)oxy)methyl-2-ethynyltetrahydrofuran-3-yl-2-ethylbutanoate NC1=C2N=CN(C2=NC(=N1)F)[C@H]1C[C@@H]([C@@](O1)(C#C)COC(C(CC)CC)=O)OC(C(CC)CC)=O.C(=O)(OCC1=CC=CC=C1)N1COC([C@@H]1C)=O